CC(CCC(=O)O)CC(C=C)C 4,6-dimethyl-7-octenoic acid